COC1=CC=C(CC2=NCCC=3CCCCC23)C=C1 1-(4-methoxybenzyl)-3,4,5,6,7,8-hexahydroisoquinoline